3-(5-(cyclopropylmethoxy)pyrimidin-2-yl)-3,6-diazabicyclo[3.2.1]octane C1(CC1)COC=1C=NC(=NC1)N1CC2CNC(C1)C2